FC1=C(C=CC(=C1)OC1=CC(=CC=C1)N1C[C@@H](CC1)F)NC1=NC=NC2=CC(=C(C=C12)NC1CCN(CC1)C(C=C)=O)OC (R)-1-(4-((4-((2-fluoro-4-(3-(3-fluoropyrrolidin-1-yl)phenoxy)phenyl)amino)-7-methoxyquinazolin-6-yl)amino)piperidin-1-yl)prop-2-en-1-one